N[C@@H](C(=O)O)CCC(=O)O (R)-2-aminopentanedioic acid